CC(C)(COP(=O)(O)OP(=O)(O)OC[C@@H]1[C@H]([C@H]([C@@H](O1)N2C=NC3=C(N=CN=C32)N)O)OP(=O)(O)O)[C@H](C(=O)NCCC(=O)NCCSC(=O)CC(C4=CC(=C(C=C4)OC)O)O)O The molecule is an acyl-CoA that results from the formal condensation of the thiol group of coenzyme A with the carboxy group of 3-hydroxy-3-(3-hydroxy-4-methoxyphenyl)propanoic acid. It derives from a propionyl-CoA.